NC1=NC=2C=CC=CC2C2=C1N=C(N2C[C@@H](C)O[P@@](=O)(OC2=CC=C(C=C2)Cl)N[C@@H](C)C(=O)OCC(C)(C)C)COCC neopentyl ((R)-(((R)-1-(4-amino-2-(ethoxymethyl)-1H-imidazo[4,5-c]quinolin-1-yl) propan-2-yl) oxy) (4-chlorophenoxy) phosphoryl)-L-alaninate